3,5-di-tert-butyl-hydroxy-phenyl-propionate C(C)(C)(C)CC(C(=O)[O-])(C1=CC=CC(=C1)C(C)(C)C)O